4-[2-(5-cyclopropyl-3,3-dimethyl-2-oxoindol-1-yl)acetamido]-4-methylpentanoic acid C1(CC1)C=1C=C2C(C(N(C2=CC1)CC(=O)NC(CCC(=O)O)(C)C)=O)(C)C